4-(3-chloro-5-(morpholin-3-yl)phenyl)picolinamide ClC=1C=C(C=C(C1)C1NCCOC1)C1=CC(=NC=C1)C(=O)N